COC(CC(C)C=1C=CC=C2[C@](CCOC12)(C(=O)O)C)=O (4S)-8-(3-methoxy-1-methyl-3-oxo-propyl)-4-methyl-chromane-4-carboxylic acid